4-cyano-N-(2-fluorophenyl)-benzamide C(#N)C1=CC=C(C(=O)NC2=C(C=CC=C2)F)C=C1